C(C)(C)(C)C=1C=C(C=C(C1)N(C1=CC=2C(C3=CC=CC=C3C2C=C1)(C)C)C1=CC=CC=C1)C1=CC(=CC(=C1)C(C)(C)C)C1=CC(=CC(=C1)C(C)(C)C)C(C)(C)C N-(3,3'',5',5''-tetra-t-butyl-1,1':3',1''-terphenyl-5-yl)-N-phenyl-9,9-dimethyl-9H-fluoren-2-amine